1-(5-[[bis(4-methoxyphenyl)(phenyl)methoxy]methyl]-4-hydroxy-3-[2-(octadecyloxy)ethoxy]oxolan-2-yl)-3H-pyrimidine-2,4-dione COC1=CC=C(C=C1)C(OCC1C(C(C(O1)N1C(NC(C=C1)=O)=O)OCCOCCCCCCCCCCCCCCCCCC)O)(C1=CC=CC=C1)C1=CC=C(C=C1)OC